N,N-diethylamino propylene oxide C(C)N(CC)C1C(C)O1